FC1=C(CNS(=O)(=O)N)C=CC(=C1)C1=CC=NC=2NC(CCC12)=O N-(2-fluoro-4-(7-oxo-5,6,7,8-tetrahydro-1,8-naphthyridin-4-yl)benzyl)sulfamide